Cl.COC1=C(C=CC=C1)N1CC2(CC1)CCNCC2 2-(2-methoxyphenyl)-2,8-diazaspiro[4.5]decane hydrochloride